C(CC)(=O)OC1C2C\C(\C(C1)C2)=C/C [(2E)-2-ethylidene-5-bicyclo[2.2.1]heptanyl] propanoate